1,2-dichlorotetramethyl-disilaneSulfonylsuccinimide Cl[SiH]([SiH2]Cl)S(=O)(=O)C1(C(=O)N(C(C1(C)C)=O)C)C